[C@@H]1(C[C@H](O)[C@@H](CO)O1)N1C=NC=2C(O)=NC=NC12 Desoxyinosin